FC1=C(C=C(C(=C1O)F)F)C1=NC(=NO1)C(=O)N1CC(OC(C1)C)(C)C (5-(2,4,5-Trifluoro-3-hydroxyphenyl)-1,2,4-oxadiazol-3-yl)(2,2,6-trimethylmorpholino)methanone